C1(=CC=C(C=C1)C[C@@H](C[C@@H](C(=O)OCC)C)NC(CCC(=O)O)=O)C1=CC=CC=C1 4-(((2R,4S)-1-([1,1'-biphenyl]-4-yl)-5-ethoxy-4-methyl-5-oxopentan-2-yl)amino)-4-oxobutanoic acid